(3R,5S)-3-((2-((1S,2S)-1-amino-2-(4-fluorophenyl)butyl)imidazo[1,2-b]pyridazin-6-yl)methyl)-5-(trifluoromethyl)pyrrolidin-2-one N[C@@H]([C@@H](CC)C1=CC=C(C=C1)F)C=1N=C2N(N=C(C=C2)C[C@@H]2C(N[C@@H](C2)C(F)(F)F)=O)C1